FC=1C(=C(C=CC1)N1CC=2N=C(N=C(C2CC1)N1C[C@@H](NCC1)CC#N)OC[C@H]1N(CCC1)C)C(F)(F)F 2-[(2S)-4-[7-[3-fluoro-2-(trifluoromethyl)phenyl]-2-[[(2S)-1-methylpyrrolidin-2-yl]methoxy]-6,8-dihydro-5H-pyrido[3,4-d]pyrimidin-4-yl]piperazin-2-yl]acetonitrile